C(C)O[Si](OCC)(OCC)CN1CCOCC1 4-(Tri-ethoxysilylmethyl)tetrahydro-1,4-oxazin